CN(CCCCCO[Si](OCC)(OCC)NCCOC)C gamma-dimethylaminopropyl-N-(2-methoxyethyl)amino-triethoxysilane